C(C1=CC=CC=C1)OC([C@H](NC(=O)OC(C)(C)C)COC)=O (tert-Butoxycarbonyl)-O-methyl-D-serine benzyl ester